OC1=CC=C2C(CCOC2=C1)=O 7-hydroxychroman-4-one